NC1=C(C=CC=C1)SC1=CNC2=CC=CC=C12 3-((2-aminophenyl)thio)indole